N-hydroxy-4-(3,8,10,11-tetrahydropyrazolo[4,3-f]thiopyrano[3,4-c]quinolin-7-yl)benzamide ONC(C1=CC=C(C=C1)C1=NC2=CC=C3C(=C2C2=C1CSCC2)C=NN3)=O